rel-4-((2R,3S,5R)-3-(2-chloro-4-(trifluoromethoxy)phenyl)-5-methyl-5-(trifluoromethyl)tetrahydrofuran-2-carboxamido)pyridineamide ClC1=C(C=CC(=C1)OC(F)(F)F)[C@H]1[C@@H](O[C@](C1)(C(F)(F)F)C)C(=O)NC1=CC(=NC=C1)C(=O)N |o1:12,13,15|